N1(CCNCCC1)CC=1C(=CC=2C3=C(N(C2C1)C)C(N(N=C3)CC3=C(C=CC=C3)F)=O)F 7-((1,4-diazacycloheptan-1-yl)methyl)-8-fluoro-3-(2-fluorobenzyl)-5-methyl-3,5-dihydro-4H-pyridazino[4,5-b]indol-4-one